C(C)(C)(C)OC=1C=C2CCC(=CC2=CC1)C1=CC=CC=C1 6-tert-butoxy-2-phenyl-3,4-dihydronaphthalen